Cl.Cl.FC1=CC(=CC2=CN(N=C12)C)C=1C=CC(=C(C1)O)C1=CN=C(N=N1)N1C[C@@H]2N(CC1)CCC2 5-(7-fluoro-2-methyl-2H-indazol-5-yl)-2-{3-[(8aR)-hexahydropyrrolo[1,2-a]pyrazin-2(1H)-yl]-1,2,4-triazin-6-yl}phenol dihydrochloride